(1R,2S,5R)-1-amino-2-(((S)-2-amino-4-(benzyloxy)-4-oxobutanamido)methyl)-5-(2-boronoethyl)cyclohexane-1-carboxylic acid dihydrochloride Cl.Cl.N[C@]1([C@@H](CC[C@H](C1)CCB(O)O)CNC([C@H](CC(=O)OCC1=CC=CC=C1)N)=O)C(=O)O